[N+](=O)([O-])C=1NC=CN1 2-nitroimidazole